tert-butyl N-tert-butoxycarbonyl-N-(2-cyano-6-dimethylphosphoryl-3-pyridyl)carbamate C(C)(C)(C)OC(=O)N(C(OC(C)(C)C)=O)C=1C(=NC(=CC1)P(=O)(C)C)C#N